5-methoxy-1H-indole-6-carboxylic acid methyl ester COC(=O)C1=C(C=C2C=CNC2=C1)OC